N4-methyl-N2-(3-methyl-1H-indazol-4-yl)-5-(trifluoromethyl)pyrimidine-2,4-diamine CNC1=NC(=NC=C1C(F)(F)F)NC1=C2C(=NNC2=CC=C1)C